2-[(2S)-2-aminopropyl]-3,5-dichloro-N-[(furan-2-yl)methyl]thieno[3,2-b]pyridin-7-amine dihydrochloride Cl.Cl.N[C@H](CC1=C(C2=NC(=CC(=C2S1)NCC=1OC=CC1)Cl)Cl)C